2-(2-ethoxy-3-pyridinyl)-8-methyl-6-(oxetan-3-yl)imidazo[1,5-a]pyrimidine C(C)OC1=NC=CC=C1C1=NC=2N(C=C1)C(=NC2C)C2COC2